tert-butyl N-((2-(4-benzyl-2-(hydroxymethyl) piperazin-1-yl) pyrimidin-5-yl) methyl)-N-tert-butoxycarbonyl-carbamate C(C1=CC=CC=C1)N1CC(N(CC1)C1=NC=C(C=N1)CN(C(OC(C)(C)C)=O)C(=O)OC(C)(C)C)CO